FC1=C(C=C(C(=C1)F)F)C[C@@H](CC(=O)O)O (3S)-4-(2,4,5-trifluorophenyl)-3-hydroxybutyric acid